O=C1OC2C(C1)(C(CC(C2)C2=CC=C(C=C2)C)=O)CC(=O)OCC2=CC=CC=C2 (-)-Benzyl 2-(2,4-dioxo-6-(p-tolyl)hexahydrobenzofuran-3a(4H)-yl)acetate